methyl 2-(3-((tert-butoxycarbonyl)amino)-2-oxopyridin-1(2H)-yl)-3-cyclopropylpropanoate C(C)(C)(C)OC(=O)NC=1C(N(C=CC1)C(C(=O)OC)CC1CC1)=O